N-methoxy-N-methylpropionamide CON(C(CC)=O)C